6-(5-Hydroxy-2-phenyl-imidazo[4,5-b]pyridin-3-yl)-3H-1,3-benzothiazol OC1=CC=C2C(=N1)N(C(=N2)C2=CC=CC=C2)C2=CC1=C(NCS1)C=C2